diamino-5-methylnonane NC(CCCC(CCCC)C)N